2,2-Difluoro-1-(naphthalen-1-yl)ethanamine hydrochloride Cl.FC(C(N)C1=CC=CC2=CC=CC=C12)F